2-CARBOXY-6-METHOXYPYRIDINE-3-BORONIC ACID C(=O)(O)C1=NC(=CC=C1B(O)O)OC